6-bromo-1-(2,2-diethoxyethyl)-4-hydroxy-2-oxo-1,2-dihydro-1,8-naphthyridine-3-carboxylic acid ethyl ester C(C)OC(=O)C=1C(N(C2=NC=C(C=C2C1O)Br)CC(OCC)OCC)=O